(R)-1'-(tert-Butyl) 5-(2-((4-fluorophenyl)amino)-2-oxo-1-phenylethyl) 6-amino-3',6'-dihydro-[3,4'-bipyridine]-1',5(2'H)-dicarboxylate NC1=C(C=C(C=N1)C=1CCN(CC1)C(=O)OC(C)(C)C)C(=O)O[C@@H](C(=O)NC1=CC=C(C=C1)F)C1=CC=CC=C1